BrC1=CC=C2C(=CNC2=C1F)S(=O)(=O)NC1=NC(=C(C(=N1)OC)OCC#N)OC 6-bromo-N-[5-(cyanomethoxy)-4,6-dimethoxy-pyrimidin-2-yl]-7-fluoro-1H-indole-3-sulfonamide